4-((4'-methoxy-[1,1'-biphenyl]-4-yl)thio)-1H-1,2,3-triazole-5-carboxylic acid COC1=CC=C(C=C1)C1=CC=C(C=C1)SC=1N=NNC1C(=O)O